(4'-chloro-[1,1':3',1''-terphenyl]-3-yl)-9H-carbazole ClC1=C(C=C(C=C1)C1=CC(=CC=C1)C1=CC=CC=2C3=CC=CC=C3NC12)C1=CC=CC=C1